OC(CN(C(=O)N)CC(C)O)C N,N-bis(2-hydroxypropyl)-urea